methyl (R)-2-(6-(2,5-dichloropyrimidin-4-yl)-4-fluoro-1-isopropyl-1H-benzo[d]imidazol-2-yl)pyrrolidine-1-carboxylate ClC1=NC=C(C(=N1)C=1C=C(C2=C(N(C(=N2)[C@@H]2N(CCC2)C(=O)OC)C(C)C)C1)F)Cl